N-GLYCIDYLAMINE C(C1CO1)N